1,1'-(methylimino)di(2-propanol) CN(CC(C)O)CC(C)O